N-(5-(2-(3,3-dimethylazetidin-1-yl)acetamido)-2-methylpyridin-3-yl)-2-(1H-indol-3-yl)pyrazolo[5,1-b]thiazole-7-carboxamide CC1(CN(C1)CC(=O)NC=1C=C(C(=NC1)C)NC(=O)C=1C=NN2C1SC(=C2)C2=CNC1=CC=CC=C21)C